3-(3-amino-3-oxopropyl)benzoic acid methyl ester COC(C1=CC(=CC=C1)CCC(=O)N)=O